3-[[6-O-(6-Deoxy-alpha-L-mannopyranosyl)-beta-D-glucopyranosyl]oxy]-2-(3,4-dihydroxyphenyl)-5,7-dihydroxy-4H-1-benzopyran [C@@H]1([C@H](O)[C@H](O)[C@@H](O)[C@@H](O1)C)OC[C@@H]1[C@H]([C@@H]([C@H]([C@@H](O1)OC1=C(OC2=C(C1)C(=CC(=C2)O)O)C2=CC(=C(C=C2)O)O)O)O)O